NC/C(/CN1N=CN(C1=O)C1=C(C(=CC=C1)C1=CC=2C(=NON2)C=C1)C)=C\F 2-[(2E)-2-(aminomethyl)-3-fluoroprop-2-en-1-yl]-4-[3-(2,1,3-benzoxadiazol-5-yl)-2-methylphenyl]-2,4-dihydro-3H-1,2,4-triazol-3-one